C(C)(C)(C)OC(=O)N1CCC(CC1)C1=CC=C2C(=NN(C2=C1)C)C1C(NC(CC1)=O)=O tert-butyl-4-[3-(2,6-dioxo-3-piperidyl)-1-methyl-indazol-6-yl]piperidine-1-carboxylate